(1R,3S)-3-[3-({[5-(trifluoromethyl) pyrazin-2-yl]acetyl}amino)-1H-pyrazol-5-yl]cyclopentyl (2S)-butan-2-ylcarbamate C[C@@H](CC)NC(O[C@H]1C[C@H](CC1)C1=CC(=NN1)NC(CC1=NC=C(N=C1)C(F)(F)F)=O)=O